(+/-)-2-(5-(aminomethyl)-1,3,4-oxadiazol-2-yl)-N-((3S,4R)-3-fluoro-1-methylpiperidin-4-yl)-1-(2,2,2-trifluoroethyl)-1H-indol-4-amine NCC1=NN=C(O1)C=1N(C=2C=CC=C(C2C1)N[C@H]1[C@H](CN(CC1)C)F)CC(F)(F)F |r|